C(C1=CC=CC=C1)OC1=CC=NC=C1 4-(benzyloxy)pyridine